(S)-N-((4-carbamimidoylthiophen-2-yl)methyl)-7-((2',4'-difluoro-[1,1'-biphenyl]-4-carbonyl)-L-alanyl)-1,4-dioxa-7-azaspiro[4.4]nonane-8-carboxamide C(N)(=N)C=1C=C(SC1)CNC(=O)[C@H]1N(CC2(OCCO2)C1)C([C@@H](NC(=O)C1=CC=C(C=C1)C1=C(C=C(C=C1)F)F)C)=O